C(C)(C)=C1C(C=CC=C1)C=1C(=O)N(C(C1C1=C(C=CC=C1)OC1=CC=CC=C1)=O)C1=C(C=CC=C1)OC1=CC=CC=C1 isopropylidenebis(phenoxyphenyl)phenyl-maleimide